C(=O)(O)C1=CC=CC(=N1)C(CCCCCCCSC#N)N1CCOCCOCCN(CCOCCOCC1)CC1=CC=CC(=N1)C(=O)O 6-((16-(1-(6-carboxypyridin-2-yl)-8-thiocyanatooctyl)-1,4,10,13-tetraoxa-7,16-diazacyclooctadecan-7-yl)methyl)picolinic acid